[Cl-].C(CCCCC)[NH+]1C(=CC=C1)CCCC 1-hexyl-2-butylpyrrolium chloride